COC1=CC=C(CN2C(C3(NC=4C=CC=CC4C=4C5=C(C=CC34)C(=C(N5)C5=CC=CC=C5)C)C5=CC=CC=C25)=O)C=C1 (+)-1-(4-Methoxybenzyl)-3'-methyl-2'-phenyl-1',7'-dihydrospiro[indoline-3,6'-pyrrolo[3,2-k]phenanthridin]-2-one